tert-butyl 8-[4,5-dichloro-2-(prop-2-en-1-yloxy)benzoyl]-3-azabicyclo[3.2.1]octane-3-carboxylate ClC1=CC(=C(C(=O)C2C3CN(CC2CC3)C(=O)OC(C)(C)C)C=C1Cl)OCC=C